BrC1=CC=C(C=N1)C1=NC=C(C=C1)C=1NC(C2=C(N1)CCSC2)=O 2-(6'-bromo-[2,3'-bipyridin]-5-yl)-3,5,7,8-tetrahydro-4H-thiopyrano[4,3-d]pyrimidin-4-one